NC=1C(NC2=C3C=CC=NC3=C(C=C2C1C1=C2C=NNC2=C(C(=C1)F)F)OC1CCC1)=O 3-Amino-6-cyclobutyloxy-4-(6,7-difluoro-1H-indazol-4-yl)-1H-1,7-phenanthrolin-2-one